OB1N(N=CC2=C1C=CC=C2)C(=O)C=2N(C=CN2)C (1-hydroxybenzo[d][1,2,3]diazaborinin-2(1H)-yl)(1-methyl-1H-imidazol-2-yl)methanone